ethyl-[1,1'-biphenyl]-4-carboxylic acid C(C)C1=C(C=CC(=C1)C(=O)O)C1=CC=CC=C1